tetracosenoic acid glycidyl ester C(C1CO1)OC(C=CCCCCCCCCCCCCCCCCCCCCC)=O